(2S)-2-amino-6-azidohexanoic acid hydrochloride Cl.N[C@H](C(=O)O)CCCCN=[N+]=[N-]